3,3-bis[2-(p-dimethylaminophenyl)-2-(p-methoxyphenyl)vinyl]-4,5,6,7-tetrachlorophthalide CN(C1=CC=C(C=C1)C(=CC1(OC(=O)C2=C(C(=C(C(=C12)Cl)Cl)Cl)Cl)C=C(C1=CC=C(C=C1)N(C)C)C1=CC=C(C=C1)OC)C1=CC=C(C=C1)OC)C